CC1OCCC(O1)CO 2-methyl-4-hydroxymethyl-1,3-dioxan